di-amyl phthalate C(C=1C(C(=O)OCCCCC)=CC=CC1)(=O)OCCCCC